durenetetraphosphonate C=1(C(P([O-])(=O)[O-])(P([O-])(=O)[O-])P([O-])(=O)[O-])C(CP([O-])(=O)[O-])=CC(C)=C(C)C1